3-(6-isopropylisoquinolin-1-yl)naphthalen-2-ol C(C)(C)C=1C=C2C=CN=C(C2=CC1)C=1C(=CC2=CC=CC=C2C1)O